[W+4].[Na+] sodium tungsten(IV)